C(C)OC(=O)[C@H]1CN(CCC1)C=1C=C(OC(C(=O)N2CCN(CC2)C(=O)OC(C)(C)C)(C)C)C=CC1 tert-butyl (R)-4-(2-(3-(3-(ethoxycarbonyl)piperidin-1-yl)phenoxy)-2-methylpropanoyl)piperazine-1-carboxylate